COC(C1=CC(=CC=C1)CNC1=NC=C(C2=C1CCO2)C=2C=NN(C2)C2OCCCC2)=O 3-(((7-(1-(tetrahydro-2H-pyran-2-yl)-1H-pyrazol-4-yl)-2,3-dihydrofuro[3,2-c]pyridin-4-yl)amino)methyl)benzoic acid methyl ester